CC=1C=CC=2N(C3=CC=C(C=C3C2C1)C)C1=C(C#N)C=CC(=C1)C1=CC(=NC(=C1)C1=CC=CC=C1)C1=CC=CC=C1 2-(3,6-dimethyl-9H-carbazol-9-yl)-4-(2,6-diphenylpyridin-4-yl)benzonitrile